NC1=CC=C(C=2C(C3=CC=CC=C3C(C12)=O)=O)O 1-amino-4-hydroxy-anthraquinone